C(C)(=O)O[C@@H]1[C@@H](O[C@H]([C@H]([C@H]1OC(C)=O)OC(C)=O)C)ON1C(C2=CC=CC=C2C1=O)=O (2S,3S,4R,5R,6S)-2-((1,3-dioxoisoindolin-2-yl) oxy)-6-methyltetrahydro-2H-pyran-3,4,5-triyl triacetate